FC1=C(C=C(C=C1)S(=O)(=O)C)[N+](=O)[O-] fluoro-4-(methylsulfonyl)-2-nitrobenzene